2-(2-chloro-4-hydroxybenzylidene)hydrazine-carboximidamide ClC1=C(C=NNC(N)=N)C=CC(=C1)O